3'-O-Allyl-5-{3-[(trifluoroacetyl)amino]prop-1-ynyl}-2'-deoxycytidine C(C=C)O[C@H]1C[C@@H](O[C@@H]1CO)N1C(=O)N=C(N)C(=C1)C#CCNC(C(F)(F)F)=O